NC1=C(SC2=NC(=CC=C21)C)C(=O)N[C@H]2COC1=C(C2)C=CC(=C1)N1C[C@@H]([C@H](CC1)N)OC 3-amino-N-[(3R)-7-[(3S,4S)-4-amino-3-methoxypiperidin-1-yl]-3,4-dihydro-2H-1-benzopyran-3-yl]-6-methylthieno[2,3-b]pyridine-2-carboxamide